BrC=1C=NN2C1N=C(C=C2C2=CC=NN2C2OCCCC2)N2[C@@H](COCC2)C (3R)-4-{3-bromo-7-[1-(oxan-2-yl)-1H-pyrazol-5-yl]pyrazolo[1,5-a]pyrimidin-5-yl}-3-methylmorpholine